(6R)-17-amino-13,13-difluoro-6-hydroxy-6,15-bis(trifluoromethyl)-19-oxa-3,4,18-triazatricyclo[12.3.1.12,5]nonadeca-1(18),2,4,14,16-pentaen-9-one NC1=CC(=C2C(CCCC(CC[C@@](C3=NN=C(C1=N2)O3)(C(F)(F)F)O)=O)(F)F)C(F)(F)F